C(CCCCCCCCCCCCC)NCC=1OC=CC1 N-tetradecyl-furanmethanamine